COC=1C=CC2=C(OC3=C2C=CC=C3)C1 3-methoxydibenzo[b,d]furan